[Si](C)(C)(C(C)(C)C)O[C@H]1[C@@H](C1)NC1CCN(CC1)C=1C2=CN(N=C2C(=CC1)C(=O)N\C=C\N1C(=NC(=C1)C)CF)C 4-[4-[[(1R,2R)-2-[tert-butyl(dimethyl)silyl]oxycyclopropyl]amino]-1-piperidyl]-N-[(E)-2-[2-(fluoromethyl)-4-methyl-imidazol-1-yl]vinyl]-2-methyl-indazole-7-carboxamide